1-(2-chlorophenyl)-7-cyclopropyl-4-(methylamino)-2-oxo-1,2-dihydro-1,8-naphthyridine-3-carbonitrile ClC1=C(C=CC=C1)N1C(C(=C(C2=CC=C(N=C12)C1CC1)NC)C#N)=O